9,10-bis(4-carboxyphenyl)anthracene C(=O)(O)C1=CC=C(C=C1)C=1C2=CC=CC=C2C(=C2C=CC=CC12)C1=CC=C(C=C1)C(=O)O